FCC(CO)O 1-fluoro-2,3-propanediol